C(C1=CC=CC=C1)N1CC(OCCC1)CN1CC(CC1)C=1C=C(C=CC1)O 3-{1-[(4-benzyl-1,4-oxazepan-2-yl)methyl]pyrrolidin-3-yl}phenol